4-[3-[2,6-Dichloro-4-[4-(2-methoxyethyl)piperazin-1-yl]benzoyl]-2,4-dihydro-1,3-benzothiazin-8-yl]-5-fluoro-2-morpholin-4-ylbenzoic acid ClC1=C(C(=O)N2CSC3=C(C2)C=CC=C3C3=CC(=C(C(=O)O)C=C3F)N3CCOCC3)C(=CC(=C1)N1CCN(CC1)CCOC)Cl